3-([1,1'-biphenyl]-4-yl)-1-(cyclopentylmethyl)-3-fluoropiperidine C1(=CC=C(C=C1)C1(CN(CCC1)CC1CCCC1)F)C1=CC=CC=C1